ClC1=CC(=C(C(=C1)O)O)C=NC1=CC(=CC(=C1)Cl)Cl 5-chloro-3-((3,5-dichloro-phenylimino)meth-yl)benzene-1,2-diol